N1(CCCC1)C1=CC=C(C=N1)C1=CCN(CC1)C(=O)OC(C)(C)C tert-butyl 4-(6-(pyrrolidin-1-yl)-pyridin-3-yl)-5,6-dihydropyridine-1(2H)-carboxylate